ClC=1C=C2C=C(NC2=CC1OCOCC[Si](C)(C)C)C(NC(C)=O)([2H])[2H] N-((5-chloro-6-((2-(trimethylsilyl)ethoxy)methoxy)-1H-indol-2-yl)methyl-d2)acetamide